OC(C)(C)C1=C2C(=NC(=C1)C1=C(C=C(C=C1C)C(F)(F)F)O)N=C(O2)N[C@H]2CN(CCC2)C 2-[7-(1-Hydroxy-1-methyl-ethyl)-2-[[(3R)-1-methyl-3-piperidyl]amino]oxazolo[4,5-b]pyridin-5-yl]-3-methyl-5-(trifluoromethyl)phenol